1H-benzotriazole-1-methanamine N1(N=NC2=C1C=CC=C2)CN